BrC=1C(=C2C(=NC1)N=C(N2)C2=C(N(C(=C2)C)C=2C(=C(C=CC2)NC(CN(C)C)=O)C)C)N[C@@H]2CN(CC2)S(=O)(=O)CC N-(3-(3-(6-Bromo-7-(((S)-1-(ethylsulfonyl)pyrrolidin-3-yl)amino)-1H-imidazo[4,5-b]pyridin-2-yl)-2,5-dimethyl-1H-pyrrol-1-yl)-2-methylphenyl)-2-(dimethylamino)acetamid